CC1=C(C=NC=C1)NC(=O)C=1C=2N(N=CC1)C=C(N2)C2=CC=CC=C2 2-phenylimidazo[1,2-b]pyridazine-8-carboxylic acid N-(4-methylpyridin-3-yl)-amide